B(OC1=CC(=CC(=C1)C(F)(F)F)C(F)(F)F)(OC1=CC(=CC(=C1)C(F)(F)F)C(F)(F)F)OC1=CC(=CC(=C1)C(F)(F)F)C(F)(F)F tris(3,5-bis(trifluoromethyl) phenyl) borate